C(#N)C=1C=C(C=CC1)N(C(=O)C12CC(C1)(C2)O)C N-(3-cyanophenyl)-3-hydroxy-N-methylbicyclo[1.1.1]pentane-1-carboxamide